(3S,4aS,8aS)-2-[(R)-3-benzyl-ethylamino-2-hydroxypropyl]decahydroisoquinoline 2-cyanoethyl-N,N,N',N'-tetraisopropyl-phosphorodiamidite C(#N)CCOP(N(C(C)C)C(C)C)N(C(C)C)C(C)C.C(C1=CC=CC=C1)[C@@H]([C@@H](CN1C[C@H]2CCCC[C@H]2CC1)O)NCC